N[C@@H](C)C(=O)O (P)-Alanin